hydroxyethyltrimethyldecanoic acid ammonium salt [NH4+].OCCC(C(=O)[O-])CCCCCCCC(C)(C)C